CC[C@H](C)[C@@H](C(=O)N[C@@H](CC1=CC=CC=C1)C(=O)O)NC(=O)[C@H](CCC(=O)O)N The molecule is a tripeptide composed of L-glutamic acid, L-isoleucine and L-phenylalanine joined in sequence by peptide linkages. It has a role as a metabolite. It derives from a L-glutamic acid, a L-isoleucine and a L-phenylalanine.